tert-butyl (((3R,5S)-1-benzyl-5-(hydroxymethyl)pyrrolidin-3-yl)methyl)carbamate C(C1=CC=CC=C1)N1C[C@H](C[C@H]1CO)CNC(OC(C)(C)C)=O